1,3,4-Triacetylbenzene C(C)(=O)C1=CC(=C(C=C1)C(C)=O)C(C)=O